N[C@H](C(=O)O)CNC(C)C (S)-2-amino-3-(isopropylamino)propionic acid